n-butyl-benzenesulfonamide C(CCC)C1=C(C=CC=C1)S(=O)(=O)N